C(C)(C)(C)OC(=O)N1CCC(=CC1)C1=NC(=C(C=C1OC)/N=C/N(C)C)C#N.C(C(C)C)C1=C(C=CC=C1)C(=O)C(O)C1=CC=CC=C1 iso-butyl-benzoin tert-butyl-(E)-6-cyano-5-(((dimethylamino)methylene)amino)-3-methoxy-3',6'-dihydro-[2,4'-bipyridine]-1'(2'H)-carboxylate